ClC1=NC=C(C(=N1)C=1C=CC(N(C1)C(C)C)=O)F 5-(2-chloro-5-fluoropyrimidin-4-yl)-1-isopropylpyridin-2(1H)-one